N-(4-bromo-2-fluoro-phenyl)-N-(2-cyclopropyl-2-oxo-ethyl)formamide BrC1=CC(=C(C=C1)N(C=O)CC(=O)C1CC1)F